NCCC=1C=NC(=NC1)C1=C(C=C(C#N)C=C1)CC1=CC(=NC(=C1)N1CCOCC1)C 4-[5-(2-aminoethyl)pyrimidin-2-yl]-3-[(2-methyl-6-morpholin-4-ylpyridin-4-yl)methyl]benzonitrile